tris(triethylsilane) borate B(O)(O)O.C(C)[SiH](CC)CC.C(C)[SiH](CC)CC.C(C)[SiH](CC)CC